N1=C(C=CC=C1)C=1SC=C(N1)C(=O)N pyridin-2-yl-thiazole-4-carboxamide